COC1=NN(C=C1C(=O)O)CC1=CC=C(C=C1)OC 3-methoxy-1-(4-methoxybenzyl)-1H-pyrazole-4-carboxylic acid